(7-methoxy-4-(1-(methyl-d3)-3-phenyl-1H-pyrazol-4-yl)pyrido[3,2-d]pyrimidin-6-yl)-1-(trifluoromethyl)cyclopropane-1-carboxamide COC1=CC=2N=CN=C(C2N=C1C1C(C1)(C(=O)N)C(F)(F)F)C=1C(=NN(C1)C([2H])([2H])[2H])C1=CC=CC=C1